1,3-hexanediol dimethacrylate C(C(=C)C)(=O)OCCC(CCC)OC(C(=C)C)=O